BrC=1C=C(C(=NC1)N)C=1OC(=NN1)C1=CC=C(C=C1)C(C)(C)C 5-bromo-3-(5-(4-(tert-butyl)-phenyl)-1,3,4-oxadiazol-2-yl)pyridin-2-amine